2-[2-chloro-4-(4-fluorophenyl)-5-(4-pyridyl)imidazol-1-yl]-1-(2,7-diazaspiro[3.5]nonan-7-yl)ethanone ClC=1N(C(=C(N1)C1=CC=C(C=C1)F)C1=CC=NC=C1)CC(=O)N1CCC2(CNC2)CC1